C(N)(=O)C=1C(=NN2C1NCC[C@H]2C2CCN(CC2)C2CCN(CC2)C(=O)OC(C)(C)C)C2=CC=C(C=C2)OC2=CC=CC=C2 Tert-butyl (S)-4-(3-carbamoyl-2-(4-phenoxyphenyl)-4,5,6,7-tetrahydropyrazolo[1,5-a]pyrimidin-7-yl)-[1,4'-bipiperidine]-1'-carboxylate